N-(3-(2-(4-tert-butoxycarbonyl-2,3-dihydrobenzo[1,4]oxazin-6-yl)amino-5-fluoropyrimidin-4-ylamino)phenyl)acrylamide C(C)(C)(C)OC(=O)N1CCOC2=C1C=C(C=C2)NC2=NC=C(C(=N2)NC=2C=C(C=CC2)NC(C=C)=O)F